N,N-Dimethyl-5-[[(3S)-1-[2-oxo-2-[(2S,4S)-2-cyano-4-fluoro-pyrrolidin-1-yl]ethyl]pyrrolidin-3-yl]amino]chinolin-8-carboxamid CN(C(=O)C=1C=CC(=C2C=CC=NC12)N[C@@H]1CN(CC1)CC(N1[C@@H](C[C@@H](C1)F)C#N)=O)C